C[C@@H]1[N+]2(CCCC2)[C@@H](CCC1)C cis-6,10-dimethyl-5-azonia-spiro[4.5]decane